CC1=C(C=NN1CC1(OC(CCC1)(C)C)C)B1OC(C(O1)(C)C)(C)C 5-methyl-4-(4,4,5,5-tetramethyl-1,3,2-dioxaborolan-2-yl)-1-((2,6,6-trimethyltetrahydro-2H-pyran-2-yl)methyl)-1H-pyrazole